6-cyclopropaneamido-4-({3-[2-(2,2-difluoroethyl)-2H-1,2,3-triazol-4-yl]-2-methoxyphenyl}amino)-N-(2H3)methylpyridazine-3-carboxamide C1(CC1)C(=O)NC1=CC(=C(N=N1)C(=O)NC([2H])([2H])[2H])NC1=C(C(=CC=C1)C1=NN(N=C1)CC(F)F)OC